ClC1=C(C=C(C=C1)[C@@H]1N(OCC1)C1=CC(=NC=N1)NC=1C(=CC(=C(C1)NC(C=C)=O)N1C[C@H](CC1)N(C)C)OC)F N-(5-((6-((R)-3-(4-chloro-3-fluorophenyl)isoxazolidine-2-yl)pyrimidine-4-yl)amino)-2-((S)-3-(dimethylamino)pyrrolidine-1-yl)-4-methoxyphenyl)acrylamide